isoindolyl-isoindol C=1(NC=C2C=CC=CC12)C=1NC=C2C=CC=CC12